2-(3-Isopropyl-2-(8-methyl-[1,2,4]triazolo[1,5-a]pyridin-6-yl)-1H-indol-5-yl)-5,5-dimethyl-4-(2-(methylsulfonyl)ethyl)morpholin C(C)(C)C1=C(NC2=CC=C(C=C12)C1CN(C(CO1)(C)C)CCS(=O)(=O)C)C=1C=C(C=2N(C1)N=CN2)C